(S)-tert-butyl 4-((tert-butoxycarbonyl)(4-hydroxybutyl)amino)-2-((tert-butoxycarbonyl)amino)butanoate C(C)(C)(C)OC(=O)N(CC[C@@H](C(=O)OC(C)(C)C)NC(=O)OC(C)(C)C)CCCCO